5-((5-(2-fluoro-6-((1r,3r)-3-(methylamino)cyclobutoxy)phenyl)-1H-pyrazol-3-yl)amino)pyrazine-2-carbonitrile FC1=C(C(=CC=C1)OC1CC(C1)NC)C1=CC(=NN1)NC=1N=CC(=NC1)C#N